FC(C=1C(=NC(=NC1)NC1CCN(CC1)S(=O)(=O)C)C1=CN=CS1)F 5-(Difluoromethyl)-N-(1-(methylsulfonyl)piperidin-4-yl)-4-(thiazol-5-yl)pyrimidin-2-amine